5-fluorobenzo[d]oxazol-2-amine FC=1C=CC2=C(N=C(O2)N)C1